N-(5-chloro-8-methyl-1-isoquinolyl)-4-(1-methyltriazol-4-yl)-N-[(3R)-3-piperidyl]benzamide ClC1=C2C=CN=C(C2=C(C=C1)C)N(C(C1=CC=C(C=C1)C=1N=NN(C1)C)=O)[C@H]1CNCCC1